(S)-4-amino-N-(6-cyano-2,3-dihydrobenzofuran-3-yl)-N-methyl-imidazo[1,5-a]quinoxaline-8-carboxamide NC=1C=2N(C3=CC(=CC=C3N1)C(=O)N(C)[C@@H]1COC3=C1C=CC(=C3)C#N)C=NC2